9-(4-Acetylphenyl)carbazole C(C)(=O)C1=CC=C(C=C1)N1C2=CC=CC=C2C=2C=CC=CC12